C1(CC(CCC1)CN(CC1CO1)CC1CO1)CN(CC1CO1)CC1CO1 N'-(cyclohexane-1,3-diyl-dimethylene)bis(diglycidyl-amine)